copper-silver-bismuth [Bi].[Ag].[Cu]